2,2'-bis(trifluoromethyl)diaminobenzidine FC(C1=C(C=CC(=C1N)NN)C1=C(C=C(N)C=C1)C(F)(F)F)(F)F